CN(C)CC1=CC2=C(N(C(C(N2C)=O)=O)C2CCN(CC2)C2=NC=C(C=N2)C#N)N=C1 2-(4-(7-((dimethylamino)methyl)-1-methyl-2,3-dioxo-2,3-dihydropyrido[2,3-b]pyrazin-4(1H)-yl)piperidin-1-yl)pyrimidine-5-carbonitrile